(S)-benzyl 4-(2-((tert-butoxycarbonyl)amino)propanamido)piperidine-1-carboxylate C(C)(C)(C)OC(=O)N[C@H](C(=O)NC1CCN(CC1)C(=O)OCC1=CC=CC=C1)C